5-(1-methylheptyl)-4-hydroxy-2-methylbenzoic acid CC(CCCCCC)C=1C(=CC(=C(C(=O)O)C1)C)O